ClC1=CC(N(S1)C)=O 5-chloro-2-methyl-3(2H)isothiazolone